3-(9-methoxy-2-methyl-4-oxo-5,6-dihydro-2H-2,6-methanobenzo[g][1,3,5]oxadiazocin-3(4H)-yl)benzoic acid COC1=CC2=C(C3NC(N(C(O2)(C3)C)C=3C=C(C(=O)O)C=CC3)=O)C=C1